N-(2-(tert-butoxy)ethyl)-5,6-dimethyl-6H-pyrido[4,3-b]carbazole-9-carboxamide C(C)(C)(C)OCCNC(=O)C1=CC=2C=3C=C4C(=C(C3N(C2C=C1)C)C)C=CN=C4